OCCCCCC#CC1=CC=C(C=C1)CC(=O)OCC ethyl 2-(4-(7-hydroxyhept-1-yn-1-yl)phenyl)acetate